FC1=CC=C(C=C1)C1=CC(=C(C=C1)NC(OC(C)(C)C)=O)NC(=O)C1=CC2=NC=C(C=C2S1)S(=O)(=N)C tert-butyl N-[4-(4-fluorophenyl)-2-[[6-(methylsulfonimidoyl)thieno[3,2-b]pyridine-2-carbonyl]amino]phenyl]carbamate